3-ethyl-6-((4-((3-fluoro-2-methoxyphenyl)amino)-2-methyl-3-oxo-2,3-dihydro-1H-pyrazolo[3,4-b]pyridin-6-yl)amino)pyrazine-2-carbonitrile C(C)C=1C(=NC(=CN1)NC1=CC(=C2C(=N1)NN(C2=O)C)NC2=C(C(=CC=C2)F)OC)C#N